C(C)(C)SC=1N=C(C2=C(N1)N=CC=C2)NCC=2C(=NC=CC2)C(F)(F)F 2-(isopropylthio)-N-((2-(trifluoromethyl)pyridin-3-yl)methyl)pyrido[2,3-d]pyrimidin-4-amine